FC=1C=C(C=CC1)C=1SC2=C(N1)CC[C@@]1([C@H]3CC[C@]4([C@H]([C@@H]3C[C@@H]([C@H]12)O)CCC4=O)C)C (5aR,5bS,7aS,10aS,10bR,12S,12aS)-2-(3-fluorophenyl)-12-hydroxy-5a,7a-dimethyl-4,5,5a,5b,6,7,7a,9,10,10a,10b,11,12,12a-tetradecahydro-8H-cyclopenta[7,8]phenanthro[2,1-d]thiazol-8-one